2-((3-chlorophenyl)thio)-3-phenylpropionaldehyde ClC=1C=C(C=CC1)SC(C=O)CC1=CC=CC=C1